Pentakis(2,2,2-trifluoroethoxy)-λ5-phosphane FC(COP(OCC(F)(F)F)(OCC(F)(F)F)(OCC(F)(F)F)OCC(F)(F)F)(F)F